ClC1=NC(=CC2=C1C(OC2O)=O)Cl 4,6-dichloro-1-hydroxyfuro[3,4-c]pyridin-3(1H)-one